(E)-6-(6-(difluoromethoxy)-4-methoxypyridin-3-yl)-N'-((2-fluoro-5-methoxypyridin-3-yl)methylene)pyrazine-2-carbohydrazide FC(OC1=CC(=C(C=N1)C1=CN=CC(=N1)C(=O)N/N=C/C=1C(=NC=C(C1)OC)F)OC)F